N4-(6,7-difluoroquinolin-3-yl)-N2-(4-((1s,3s)-3-(dimethylamino)cyclobutoxy)-3-methoxyphenyl)-5-fluoropyrimidine-2,4-diamine FC=1C=C2C=C(C=NC2=CC1F)NC1=NC(=NC=C1F)NC1=CC(=C(C=C1)OC1CC(C1)N(C)C)OC